4-methoxy-6-(4-methyl-5-piperazin-1-yl-1,2,4-triazol-3-yl)pyrazolo[1,5-a]pyridine-3-carbonitrile COC=1C=2N(C=C(C1)C1=NN=C(N1C)N1CCNCC1)N=CC2C#N